tert-Butyl 4-(6-(tert-butyl)pyridin-2-yl)-4-hydroxypiperidine-1-carboxylate C(C)(C)(C)C1=CC=CC(=N1)C1(CCN(CC1)C(=O)OC(C)(C)C)O